COC1=C2C=CC(OC2=CC=C1C(=O)NC1=CC=C2C=NN(C2=C1)CCC1CCN(CC1)C)(C)C 5-methoxy-2,2-dimethyl-N-(1-(2-(1-methylpiperidin-4-yl)ethyl)-1H-indazol-6-yl)-2H-chromene-6-carboxamide